(2-(((1R,5S,6s)-3-azabicyclo[3.1.0]hexan-6-yl)oxy)-6-(4-fluorophenyl)pyridin-4-yl)-2-methylpyrrolidine-1-carboxylate [C@@H]12CNC[C@H]2C1OC1=NC(=CC(=C1)OC(=O)N1C(CCC1)C)C1=CC=C(C=C1)F